BrC=1C(=C2C(=NC1)NC(=N2)C2=C(C=C(C=C2)N2CCN(CC2)CCOC)F)NC2CCN(CC2)C 6-Bromo-2-{2-fluoro-4-[4-(2-methoxyethyl)piperazin-1-yl]phenyl}-N-(1-methylpiperidin-4-yl)-3H-imidazo[4,5-b]pyridin-7-amine